C(#N)C=1C=NN2C1C(=CC(=C2)C=2C=NN(C2)C(F)F)B(O)O 3-cyano-6-(1-(difluoromethyl)-1H-pyrazol-4-yl)pyrazolo[1,5-a]pyridin-4-ylboronic acid